ClC=1C=C2C=C(NC2=CC1OCC1=NOC(=C1)C)CN (5-chloro-6-((5-methylisoxazol-3-yl)methoxy)-1H-indol-2-yl)methanamine